O=C1NC(CCC1N1C(C2=CC=C(C=C2C1=O)N1CCC2(CC(C2)N2CCN(CC2)C=2C=C(C=CC2)S(=O)(=O)NC2=NOC3=C2C(=CC(=C3)CN3N=CC=C3)OC)CC1)=O)=O 3-[4-[7-[2-(2,6-Dioxopiperidin-3-yl)-1,3-dioxoisoindol-5-yl]-7-azaspiro[3.5]nonan-2-yl]piperazin-1-yl]-N-[4-methoxy-6-(pyrazol-1-ylmethyl)-1,2-benzoxazol-3-yl]benzenesulfonamide